OC1C(COC2=CC=CC=C12)CCC(=O)OC(C)C isopropyl 3-(4-hydroxychroman-3-yl)propanoate